C1=CC=C2N1C1=CC=CC=C1NC2C=2C(=NC=CC2)N2CCOCC2 4-(3-(4,5-Dihydropyrrolo[1,2-a]quinoxalin-4-yl)pyridin-2-yl)morpholine